NC1=C(C=C(C(=C1)Br)F)CC(=O)O 2-(2-Amino-4-bromo-5-fluorophenyl)acetic acid